N-(3-Methoxy-5-(4-(trifluoromethyl)phenoxy)phenyl)-1-methyl-5-oxopyrrolidine-2-carboxamide COC=1C=C(C=C(C1)OC1=CC=C(C=C1)C(F)(F)F)NC(=O)C1N(C(CC1)=O)C